CN1C(=CC=N1)C(=O)N(C)OC N-methoxy-N,1-dimethyl-1H-pyrazole-5-carboxamide